C(C)OC(C(=O)C1=CN(C=C1)CCO[Si](C)(C)C(C)(C)C)=O 2-(1-(2-((tert-butyldimethylsilyl)oxy)ethyl)-1H-pyrrol-3-yl)-2-oxoacetic acid ethyl ester